C(=S)=C1C(=O)OCCCC1 thiocarbonylcaprolactone